C(C)C1=C(C=CC(=C1)N1CCN(CC1)C)NC1=NC=C(C(=N1)C1=CC2=C(C(N(CCS2(=O)=O)C)=O)S1)C(F)(F)F 7-(2-((2-ethyl-4-(4-methylpiperazin-1-yl)phenyl)amino)-5-(trifluoromethyl)pyrimidin-4-yl)-4-methyl-3,4-dihydrothieno[2,3-f][1,4]thiazepin-5(2H)-one 1,1-dioxide